OC1(CCN(CC1)C1=NC=CC(=N1)NC=1N=CC2=C(C=CC(=C2C1)C1CN(C1)C(C=C)=O)N1[C@@H]([C@H](C1)C(C)(C)S(=O)(=O)C)C)C 1-(3-(3-((2-(4-hydroxy-4-methyl-piperidin-1-yl)pyrimidin-4-yl)amino)-8-((2R,3S)-2-methyl-3-(2-(methylsulfonyl)propan-2-yl)azetidin-1-yl)isoquinolin-5-yl)azetidin-1-yl)prop-2-en-1-one